(R)-9-(4-(4-(1-(3-(tert-butyl)-1,2,4-oxadiazole-5-carboxamido) ethyl)-3-methylphenyl)-9H-pyrimido[4,5-b]indol-7-yl)-3,9-diazaspiro[5.5]undecane-3-carboxylate C(C)(C)(C)C1=NOC(=N1)C(=O)N[C@H](C)C1=C(C=C(C=C1)C1=NC=NC=2NC3=CC(=CC=C3C21)N2CCC1(CCN(CC1)C(=O)[O-])CC2)C